C1(=CC=CC=C1)C1=CC=2C3=C(NC2C=C1)CCN(C3)C(=O)C3=CC=NC=C3 (8-phenyl-1,3,4,5-tetrahydro-2H-pyrido[4,3-b]indol-2-yl)(pyridin-4-yl)methanone